(S)-N-(1-Cyanocyclopropyl)-9-(5-(difluoromethyl)-1,3,4-thiadiazol-2-yl)-4-(1-(3-methoxypyrrolidine-1-carbonyl)piperidin-4-yl)-9H-pyrimido[4,5-b]indole-7-sulfonamide C(#N)C1(CC1)NS(=O)(=O)C1=CC=C2C3=C(N(C2=C1)C=1SC(=NN1)C(F)F)N=CN=C3C3CCN(CC3)C(=O)N3C[C@H](CC3)OC